CN1N=CC=C1CCOC1=NC(=CC(=N1)N1CCOCC1)N1N=C(C=C1)C=1C=C(C=CC1)C 4-(2-(2-(1-methyl-1H-pyrazol-5-yl)ethoxy)-6-(3-(m-tolyl)-1H-pyrazol-1-yl)pyrimidin-4-yl)morpholine